ClCC(=O)NC=1OC=CN1 chloro-N-(oxazol-2-yl)acetamide